isopropyl (2R,3S,5R)-2-((((1R,3R,6S)-6-(5-fluoropyrimidin-2-yl)bicyclo[4.1.0]heptan-3-yl)oxy)methyl)-5-methyl-3-(methylsulfonamido)pyrrolidine-1-carboxylate FC=1C=NC(=NC1)[C@@]12CC[C@H](C[C@H]2C1)OC[C@@H]1N([C@@H](C[C@@H]1NS(=O)(=O)C)C)C(=O)OC(C)C